N5-(4'-cyclopropyl-[1,1'-biphenyl]-3-yl)-N5-methylpyrido[3,2-e][1,2,4]triazolo[4,3-a]pyrimidine-2,5-diamine C1(CC1)C1=CC=C(C=C1)C1=CC(=CC=C1)N(C1=NC=2N(C3=C1C=CC(=N3)N)C=NN2)C